Beta-hydroxypropyl methacrylate C(C(=C)C)(=O)OCC(C)O